(R)-4-(6-amino-pyridin-3-yl)-2-(tert-butyl-dimethyl-silanyloxymethyl)-piperazine-1-carboxylic acid NC1=CC=C(C=N1)N1C[C@@H](N(CC1)C(=O)O)C(O[SiH2]C(C)(C)C)(C)C